bromo-4-(2-hydroxypropan-2-yl)benzoic acid BrC1=C(C(=O)O)C=CC(=C1)C(C)(C)O